5-(2-((7-ethyl-6-oxo-5,6-dihydro-1,5-naphthyridin-3-yl)methyl)-2,7-diazaspiro[3.5]nonane-7-yl)-N-methylpicolinamide C(C)C=1C(NC=2C=C(C=NC2C1)CN1CC2(C1)CCN(CC2)C=2C=CC(=NC2)C(=O)NC)=O